FC1=CC2=C(N(C3=CC(=CC=C23)O)CC(C)N2CCCCC2)C(=N1)C 3-fluoro-1-methyl-9-(2-(piperidin-1-yl)propyl)-9H-pyrido[3,4-b]indol-7-ol